N-[4-chloro-2-(3-pyridinyl)thiazol-5-yl]-N-ethyl-3-methylsulfanyl-propionamide ClC=1N=C(SC1N(C(CCSC)=O)CC)C=1C=NC=CC1